CS(=O)(=O)N1CC2=C(C=CC=C2CC1)CN1CC2(CC1)CCN(CC2)C(=O)OC(C(F)(F)F)C(F)(F)F 1,1,1,3,3,3-hexafluoropropan-2-yl 2-((2-(methylsulfonyl)-1,2,3,4-tetrahydroisoquinolin-8-yl) methyl)-2,8-diazaspiro[4.5]decane-8-carboxylate